benzyl(2,3,5,6-tetrafluoro-4-(trifluoromethyl)phenyl)sulfane C(C1=CC=CC=C1)SC1=C(C(=C(C(=C1F)F)C(F)(F)F)F)F